8-cyclopentyl-2-{[1-(methylsulfonyl)piperidin-4-yl]Amino}pyrido[2,3]Pyrimidine C1(CCCC1)C1=CC=NC=2C=NC(=NC21)NC2CCN(CC2)S(=O)(=O)C